8-chloro-5-(1-methyl-1H-pyrrolo[2,3-b]pyridin-4-yl)-2,6-naphthyridin-1(2H)-one ClC=1C=NC(=C2C=CNC(C12)=O)C1=C2C(=NC=C1)N(C=C2)C